2-carbamoylbenzyl (4-nitrophenyl) carbonate C(OCC1=C(C=CC=C1)C(N)=O)(OC1=CC=C(C=C1)[N+](=O)[O-])=O